C(CCCCCCCCCCCCCCCC#C)OC1OCCCC1 2-octadec-17-ynoxytetrahydropyran